[Li+].ClC=1C=CC(=C(C1)C1=CC(=C(N=N1)C)NC1=C2C(=NC=C1)N(C(=C2)C(=O)[O-])COCC[Si](C)(C)C)F 4-{[6-(5-chloro-2-fluorophenyl)-3-methylpyridazin-4-yl]Amino}-1-{[2-(trimethylsilyl)ethoxy]Methyl}-1H-pyrrolo[2,3-b]Pyridine-2-carboxylic acid lithium salt